Sodium bis-(2-ethyl-hexyl) succinate C(CCC(=O)OCC(CCCC)CC)(=O)OCC(CCCC)CC.[Na]